(2-sulfoethyl)amide, dipotassium salt [K+].[K+].S(=O)(=O)(O)CC[NH-].S(=O)(=O)(O)CC[NH-]